C(=O)O.C(#N)C=1C(=NC=C(C1C1=CC(=C(C=C1)C#N)F)C1=CC(=C(C=C1)OC)O)N1CCC(CC1)NCC1=CC=C(C=C1)\C=C(\C(=O)NO)/F (Z)-3-(4-(((1-(3-Cyano-4-(4-cyano-3-fluorophenyl)-5-(3-hydroxy-4-methoxyphenyl)pyridin-2-yl)piperidin-4-yl)amino)methyl)phenyl)-2-fluoro-N-hydroxyacrylamide formate